F[P-](F)(F)(F)(F)F.N1(N=NC2=C1C=CC=C2)O[P+](N2CCCC2)(N2CCCC2)N2CCCC2 [benzotriazol-1-yloxy]tripyrrolidinophosphonium hexafluorophosphate